ClC1=C(C=CC=C1)CCO 2-(2-chlorophenyl)ethanol